tris(3-methoxy-4-hydroxyphenyl)1,3,5-triisopropylbenzene COC=1C=C(C=CC1O)C1=C(C(=C(C(=C1C(C)C)C1=CC(=C(C=C1)O)OC)C(C)C)C1=CC(=C(C=C1)O)OC)C(C)C